ClCCN1CCC2(COC2)CC1 7-(2-chloroethyl)-2-oxa-7-azaspiro[3.5]nonane